4-(dimethylamino)-N-[(1S,4S)-4-{[6-(methylamino)-2-(trifluoromethyl)quinolin-4-yl]amino}cyclohexyl]benzamide 3-dimethylamino-2,2-dimethylpropyl-acrylate CN(CC(COC(C=C)=O)(C)C)C.CN(C1=CC=C(C(=O)NC2CCC(CC2)NC2=CC(=NC3=CC=C(C=C23)NC)C(F)(F)F)C=C1)C